FC=1C=C(C=NC1)N1CC2(CC2C1)C#CC1=NC(=CC=C1)C 3-(5-Fluoropyridin-3-yl)-1-((6-methylpyridin-2-yl)ethynyl)-3-azabicyclo[3.1.0]hexan